ClC=1C2=C(N=CN1)NC=C2C2=CC=CC=C2 4-chloro-5-phenyl-7H-pyrrolo[2,3-D]pyrimidine